Chromium tin [Sn].[Cr]